O1C2=C(NCC1)C=C(C=C2)S(=O)(=O)N2CC1=C(C2)CN(C1)C(C(CO)(C)C)=O 1-(5-((3,4-dihydro-2H-benzo[b][1,4]oxazin-6-yl)sulfonyl)-3,4,5,6-tetrahydropyrrolo[3,4-c]pyrrol-2(1H)-yl)-3-hydroxy-2,2-dimethylpropan-1-one